dithiothreitol citrate C(CC(O)(C(=O)O)CC(=O)O)(=O)O.SC[C@@H](O)[C@H](O)CS